ClC=1C=C(C=CC1OC(F)F)NC(=O)C1[C@H]2CC=3C(=CNC(C3)=O)[C@H]1CC2 (6R,9S)-N-(3-chloro-4-(difluoromethoxy)phenyl)-3-oxo-3,5,6,7,8,9-hexahydro-2H-6,9-methanocyclohepta[c]pyridine-10-carboxamide